C(CCC)C=1N=C(C2=C(N1)SC1=C2CCC(C1)C)N1CCN(CC1)C(CCl)=O 1-(4-(2-butyl-7-methyl-5,6,7,8-tetrahydrobenzo[4,5]thieno[2,3-d]pyrimidin-4-yl)piperazin-1-yl)-2-chloroethan-1-one